2-((2-(2-methoxyethoxy)ethyl)amino)pyrido[2,3-d]pyrimidin COCCOCCNC=1N=CC2=C(N1)N=CC=C2